(2-vinyl)ethylene glycol C(=C)C(CO)O